ClC1=CC=C(C=C1)NNC(=O)C=1N=C(SC1)C1=CC(=CC=C1)C N'-(4-chlorophenyl)-2-(3-methylphenyl)thiazole-4-hydrazide